COC(=O)[C@H]1NC[C@@H](C1)O (2S,4R)-4-hydroxypyrrolidine-2-carboxylic acid methyl ester